C(#N)C=1C=C(C=CC1C#N)OC1=CC(=C(C=C1)C#N)C#N di(3,4-dicyanophenyl) ether